5-Isopropoxy-N-(isopropyl(3-methylpyridin-2-yl)carbamothioyl)picolin-imidamide C(C)(C)OC=1C=CC(=NC1)C(NC(N(C1=NC=CC=C1C)C(C)C)=S)=N